C(C)(C)(C)OC(=O)N1C(CN(CC1)C=1N=NC(=CC1)NC(=O)C=1C(=CC=2N(C1)C=C(N2)C)OCC)(C)C 4-(6-(7-ethoxy-2-methylimidazo[1,2-a]pyridine-6-carboxamido)pyridazin-3-yl)-2,2-dimethylpiperazine-1-carboxylic acid tert-butyl ester